C(CCCCCCCCC)OCCCCCCCCCC mono-n-decyloxide